ClC1=CC(=C(N=N1)NC1C[C@H]2CC[C@@H](C1)N2C(=O)OC(C)(C)C)CN(C(=O)N2C=NC=C2)C tert-butyl (1R,3s,5S)-3-((6-chloro-4-((N-methyl-1H-imidazole-1-carboxamido)methyl)pyridazin-3-yl)amino)-8-azabicyclo[3.2.1]octane-8-carboxylate